[N-](S(=O)(=O)C(F)(F)F)S(=O)(=O)C(F)(F)F.C(=C)N1CN(C=C1)CCO 1-vinyl-3-hydroxyethyl-imidazole bistrifluoromethanesulfonimide salt